C(C)(C)C1=CC=2N(C(=C1)CC1=CC=C(C=C1)OC(F)(F)F)N=CN2 7-isopropyl-5-(4-(trifluoromethoxy)benzyl)-[1,2,4]triazolo[1,5-a]pyridine